(6-acetamidopyridin-3-yl)methylmethanesulfonate C(C)(=O)NC1=CC=C(C=N1)CCS(=O)(=O)[O-]